Ethyl 6-Amino-5-(methylsulfonyl)-3-phenylpicolinate NC1=C(C=C(C(=N1)C(=O)OCC)C1=CC=CC=C1)S(=O)(=O)C